(2R)-2-amino-4-[[(3R)-3-amino-3-carboxy-propyl]disulfanyl]-butanoic acid N[C@@H](C(=O)O)CCSSCC[C@H](C(=O)O)N